C1(CC1)C1=CC(=NN1)NC1=NC(=NC=C1)N(CCCNC)C N4-(5-Cyclopropyl-1H-pyrazol-3-yl)-N2-methyl-N2-[3-(methylamino)propyl]pyrimidine-2,4-diamine